5,5-dimethyl-2-(4-vinylphenyl)-1,3,2-dioxaborine CC1(COB(OC1)C1=CC=C(C=C1)C=C)C